N-((2-(6-(4,7-diazaspiro[2.5]octan-7-yl)pyridin-2-yl)-1,6-naphthyridin-7-yl)methyl)-4-chloro-3-(2-cyanopropan-2-yl)benzamide C1CC12NCCN(C2)C2=CC=CC(=N2)C2=NC1=CC(=NC=C1C=C2)CNC(C2=CC(=C(C=C2)Cl)C(C)(C)C#N)=O